4',4-biphenyldicarboxylic acid C1(=CC=C(C=C1)C(=O)O)C1=CC=C(C=C1)C(=O)O